1-tert-butyl 2-methyl 4-[7-(3-benzyloxy-1-naphthyl)-2-[2-(dimethylamino)ethoxy]-6,8-dihydro-5H-pyrido[3,4-d]pyrimidin-4-yl]piperazine-1,2-dicarboxylate C(C1=CC=CC=C1)OC=1C=C(C2=CC=CC=C2C1)N1CC=2N=C(N=C(C2CC1)N1CC(N(CC1)C(=O)OC(C)(C)C)C(=O)OC)OCCN(C)C